C(C)(C)(C)OC(C[Zn]Cl)=O (2-tert-butoxy-2-oxoethyl)(chloro)zinc